(R)-8-((3S,5R)-4-acryloyl-3,5-dimethylpiperazin-1-yl)-11-(4-fluorophenyl)-3-(methoxymethoxy)-10-(trifluoromethyl)-3,4-dihydro-2H,6H-[1,4]thiazepino[2,3,4-ij]quinazolin-6-one C(C=C)(=O)N1[C@H](CN(C[C@H]1C)C1=NC(N2C3=C(C(=C(C=C13)C(F)(F)F)C1=CC=C(C=C1)F)SC[C@@H](C2)OCOC)=O)C